1-hydroxy-4-[4-(hydroxyethylsulfonyl)-phenylazo]-naphthalene-2-sulfonate OC1=C(C=C(C2=CC=CC=C12)N=NC1=CC=C(C=C1)S(=O)(=O)CCO)S(=O)(=O)[O-]